C(CCC)NC1=CC=C(C(=O)O)C=C1 para-butylaminobenzoic acid